C(C)OC(=O)C1=CN=CN1C(C)C1=C(C(=CC=C1)C)C 1-(1-(2,3-dimethylphenyl)ethyl)-1H-imidazole-5-carboxylic acid ethyl ester